ClC1=NC=C(C(=N1)NCC(C)C)C(=O)N 2-chloro-4-isobutylaminopyrimidin-5-carboxamide